5-octen-1,3-diol C(CC(CC=CCC)O)O